(M)-4-(4-propenoyl-cis-3,5-dimethylpiperazin-1-yl)-7-(2-amino-6-fluorophenyl)-6-fluoro-1-(2-isopropyl-4-methylpyridin-3-yl)pyrido[2,3-d]pyrimidin-2(1H)-one C(C=C)(=O)N1[C@@H](CN(C[C@@H]1C)C=1C2=C(N(C(N1)=O)C=1C(=NC=CC1C)C(C)C)N=C(C(=C2)F)C2=C(C=CC=C2F)N)C